4,4'-diamino-3-methyl-biphenyl Methyl-3-(3-amino-2-(propylcarbamoyl)imidazo[1,2-a]pyridin-8-yl)benzoate COC(C1=CC(=CC=C1)C=1C=2N(C=CC1)C(=C(N2)C(NCCC)=O)N)=O.NC2=C(C=C(C=C2)C2=CC=C(C=C2)N)C